1-[4-[4-(4-piperidylmethyl)piperazin-1-yl]phenyl]hexahydropyrimidine-2,4-dione trihydrochloride Cl.Cl.Cl.N1CCC(CC1)CN1CCN(CC1)C1=CC=C(C=C1)N1C(NC(CC1)=O)=O